BrC=1N=C(C(=NC1)N)C=1C=NN(C1)CC(F)(F)F 5-bromo-3-(1-(2,2,2-trifluoroethyl)-1H-pyrazol-4-yl)pyrazin-2-amine